FC=1C=C(C(NC1)=O)[C@H](COC)C=1C=CC2=C(N=C(O2)[C@@H](NC(=O)C2=NON=C2C)C2CCC(CC2)F)C1 N-((S)-(5-((R)-1-(5-fluoro-2-oxo-1,2-dihydropyridin-3-yl)-2-methoxyethyl)benzo-[d]oxazol-2-yl)((1r,4S)-4-fluorocyclohexyl)methyl)-4-methyl-1,2,5-oxadiazole-3-carboxamide